ethyl 2-[4-bromo-3-(trifluoromethyl)indazol-1-yl]acetate BrC1=C2C(=NN(C2=CC=C1)CC(=O)OCC)C(F)(F)F